ethyl 3-{2-{[tert-butyl(dimethyl)silyl]oxy}-1-[(dibenzylamino)methyl]ethoxy}propanoate [Si](C)(C)(C(C)(C)C)OCC(OCCC(=O)OCC)CN(CC1=CC=CC=C1)CC1=CC=CC=C1